6,7-difluoroquinazolin-4(3H)-one FC=1C=C2C(NC=NC2=CC1F)=O